O1CCCC2=C1C(=COC2)C=O 2,3,4,5-tetrahydro-1,6-benzodioxin-8-carbaldehyde